N-ethyl-1-(3-fluorobenzofuran-6-yl)propan-2-amine hydrochloride Cl.C(C)NC(CC1=CC2=C(C(=CO2)F)C=C1)C